BrC1=CC2=C(N=C3N2[C@@H](CC3)COC)C(=C1)F (S)-7-bromo-5-fluoro-1-(methoxymethyl)-2,3-dihydro-1H-benzo[d]pyrrolo[1,2-a]imidazole